(1-(4-(6,7-dimethoxyquinazolin-4-yl)piperazin-1-yl)cyclopropyl)methylamine COC=1C=C2C(=NC=NC2=CC1OC)N1CCN(CC1)C1(CC1)CN